C1(=CC=C2C=CC3=CC=CC4=CC=C1C2=C34)C3=CC=C(C=C)C=C3 4-(pyrene-1-yl)styrene